2-(7-Azabicyclo[2.2.1]heptan-7-yl)-6-chloro-N,N-dimethylisonicotinamide C12CCC(CC1)N2C=2C=C(C(=O)N(C)C)C=C(N2)Cl